N-(6-Bromo-2-((3R,5R)-3-fluoro-5-((5-(trifluoromethyl)pyrimidin-2-yl)amino)piperidin-1-yl)-1-methyl-1H-benzo[d]imidazol-5-yl)acrylamide BrC=1C(=CC2=C(N(C(=N2)N2C[C@@H](C[C@H](C2)NC2=NC=C(C=N2)C(F)(F)F)F)C)C1)NC(C=C)=O